4-(cyclopropylcarbamoyl)benzenesulfonamide C1(CC1)NC(=O)C1=CC=C(C=C1)S(=O)(=O)N